tert-butyl 4-[2-[4-(2-bromo-4-nitro-phenoxy)phenyl] ethyl]piperidine-1-carboxylate BrC1=C(OC2=CC=C(C=C2)CCC2CCN(CC2)C(=O)OC(C)(C)C)C=CC(=C1)[N+](=O)[O-]